5-(4-((1-methylpiperidin-3-yl)methoxy)phenyl)-2-oxo-6-(trifluoromethyl)-1,2-dihydropyridine-3-carboxamide CN1CC(CCC1)COC1=CC=C(C=C1)C=1C=C(C(NC1C(F)(F)F)=O)C(=O)N